C(=O)O.CN1N=C2C(=CC(=CC2=C1)NC(=O)N1CCC=2C1=NC=CC2N2C[C@@H](N[C@@H](C2)C)C)C N-(2,7-dimethyl-2H-indazol-5-yl)-4-((3S,5R)-3,5-dimethylpiperazin-1-yl)-2,3-dihydro-1H-pyrrolo[2,3-b]pyridine-1-carboxamide formate